NC=1C=CC(=C(C1)NC(C(C)N1C=C(C2=CC(=CC=C12)S(=O)(=O)N1C[C@@H](CC1)N)C)=O)C N-(5-amino-2-methyl-phenyl)-2-[5-[(3R)-3-aminopyrrolidin-1-yl]sulfonyl-3-methyl-indol-1-yl]propanamide